2-(1-(3-cyano-5-fluorophenyl)-1H-pyrazol-4-yl)-N-(3-cyclopropyl-1H-pyrazol-5-yl)propanamide C(#N)C=1C=C(C=C(C1)F)N1N=CC(=C1)C(C(=O)NC1=CC(=NN1)C1CC1)C